C(C)OC(=O)[C@H]1N=C(CC1)C1=C(C(=CC=C1OC)Cl)Cl (2S)-5-(2,3-dichloro-6-methoxyphenyl)-3,4-dihydro-2H-pyrrole-2-carboxylic acid ethyl ester